1-hydroxy-2,2,6,6-tetramethylpiperidin-4-yl decanoate C(CCCCCCCCC)(=O)OC1CC(N(C(C1)(C)C)O)(C)C